C12OCC(C1)(C2)C=2N=C1N(C=C(C(=N1)OC1CCC1)C(=O)NC=1C(N(C=CC1)[C@@H]1[C@@H](C1)F)=O)C2 2-(2-oxabicyclo[2.1.1]hex-4-yl)-7-cyclobutoxy-N-(1-((1s,2r)-2-fluorocyclopropyl)-2-oxo-1,2-dihydropyridin-3-yl)imidazo[1,2-a]pyrimidine-6-carboxamide